BrC1=CC=C2C=CC(=NC2=C1)N(C)NC(=O)[C@H]1NN(CCC1)C([C@H](C)NC(=O)[C@H](C(C)C)NC(OC(C)(C)C)=O)=O tert-butyl N-[(1S)-1-[[(1S)-2-[(3S)-3-[[(7-bromo-2-quinolyl)-methyl-amino]carbamoyl]hexahydropyridazin-1-yl]-1-methyl-2-oxo-ethyl]carbamoyl]-2-methyl-propyl]carbamate